CN(C(C1=CC=C(C=C1)C1=NOC(=N1)C(F)(F)F)=O)C1=CC=CC=C1 N-methyl-N-phenyl-4-[5-(trifluoromethyl)-1,2,4-oxadiazol-3-yl]Benzamide